benzyl (2R,4R)-4-((tert-butoxycarbonyl)(methyl)amino)-2-(2-((tetrahydro-2H-pyran-2-yl)oxy)ethyl)pyrrolidine-1-carboxylate C(C)(C)(C)OC(=O)N([C@@H]1C[C@@H](N(C1)C(=O)OCC1=CC=CC=C1)CCOC1OCCCC1)C